4-(tert-butyl)-cyclohexanol C(C)(C)(C)C1CCC(CC1)O